[N+](=O)([O-])C1=NN(C=C1)C1=CC=C(C=C1)O 4-(3-nitropyrazol-1-yl)phenol